(±)-1-tert-butyl 3-methyl 5,5-difluoropiperidine-1,3-dicarboxylate FC1(C[C@H](CN(C1)C(=O)OC(C)(C)C)C(=O)OC)F |r|